5-(8-((1S,2S)-2-(4-oxo-1-(2,2,2-trifluoroethyl)-1,4-dihydroquinolin-6-yl)cyclopropyl)imidazo[1,2-b]pyridazin-6-yl)pyrimidine-2,4(1H,3H)-dione O=C1C=CN(C2=CC=C(C=C12)[C@@H]1[C@H](C1)C=1C=2N(N=C(C1)C=1C(NC(NC1)=O)=O)C=CN2)CC(F)(F)F